3-benzyl-1-phenyl-1-(trans-4-((5-(trifluoromethyl)pyridin-2-yl)amino)cyclohexyl)urea C(C1=CC=CC=C1)NC(N([C@@H]1CC[C@H](CC1)NC1=NC=C(C=C1)C(F)(F)F)C1=CC=CC=C1)=O